ClC=1C(=NC(=NC1)NC1CCOCC1)C1=CC=C2CN(C(C2=C1)=O)CC(=O)NC1(CCCC1)C 2-(6-{5-chloro-2-[(oxan-4-yl)amino]pyrimidin-4-yl}-1-oxo-2,3-dihydro-1H-isoindol-2-yl)-N-(1-methylcyclopentyl)-acetamide